FC(C(F)(F)F)(S(=O)(=O)[N-]S(=O)(=O)C(C(F)(F)F)(F)F)F bis((perfluoroethyl)sulfonyl)amide